5-(4-pyridinecarbonyl)-3-(1-ethylpiperidin-4-yl)-1H-indole N1=CC=C(C=C1)C(=O)C=1C=C2C(=CNC2=CC1)C1CCN(CC1)CC